1-nonyl-3-propylpyrrolium triflate [O-]S(=O)(=O)C(F)(F)F.C(CCCCCCCC)[NH+]1C=C(C=C1)CCC